FC=1C(=CC2=CN(N=C2C1)C)C1=CC=C(CN2C(C3=NC=CC=C3C2=O)([2H])[2H])C=C1 6-(4-(6-fluoro-2-methyl-2H-indazol-5-yl)benzyl)-6,7-dihydro-5H-pyrrolo[3,4-b]pyridin-5-one-7,7-d2